5-chloro-N-((1r,4r)-4-((1-(2-chlorophenyl)-2-oxo-1H-imidazo[4,5-b]pyridin-3(2H)-yl)methyl)cyclohexyl)-2-(trifluoromethyl)nicotinamide ClC=1C=NC(=C(C(=O)NC2CCC(CC2)CN2C(N(C=3C2=NC=CC3)C3=C(C=CC=C3)Cl)=O)C1)C(F)(F)F